CC1=CC(=NC=C1[N+](=O)[O-])OC1(CC1)C 4-methyl-2-(1-methylcyclopropoxy)-5-nitro-pyridine